(S)-2-ethoxy-3-(4-(2-(2-methyl-5-(4-(methylthio)phenyl)-1H-pyrrol-1-yl)ethoxy)phenyl)propanoic acid Magnesium salt [Mg+2].C(C)O[C@H](C(=O)[O-])CC1=CC=C(C=C1)OCCN1C(=CC=C1C1=CC=C(C=C1)SC)C.C(C)O[C@H](C(=O)[O-])CC1=CC=C(C=C1)OCCN1C(=CC=C1C1=CC=C(C=C1)SC)C